(S)-3-(3-(3-Bromophenyl)isoxazol-5-yl)-3-hydroxy-1-methylpyrrolidin-2-one BrC=1C=C(C=CC1)C1=NOC(=C1)[C@@]1(C(N(CC1)C)=O)O